3-(3-(N-(4-bromophenyl)sulfamoyl)-4-methylbenzamido)benzoic acid BrC1=CC=C(C=C1)NS(=O)(=O)C=1C=C(C(=O)NC=2C=C(C(=O)O)C=CC2)C=CC1C